(R)-3-((1-(5-fluoro-1H-pyrrolo[2,3-b]pyridin-3-yl)-6-oxo-1,6-dihydropyridazin-3-yl)amino)-4-methylpentanamide FC=1C=C2C(=NC1)NC=C2N2N=C(C=CC2=O)N[C@H](CC(=O)N)C(C)C